dicumyl-(2,3-dimethyl-2,3-diphenyl-butane) C(C)(C)(C1=CC=CC=C1)C(C(C(C)(C1=CC=CC=C1)C)(C1=CC=CC=C1)C)C(C)(C)C1=CC=CC=C1